2-((4-iodophenyl)sulfonamido)-4-(trifluoromethyl)benzoic Acid IC1=CC=C(C=C1)S(=O)(=O)NC1=C(C(=O)O)C=CC(=C1)C(F)(F)F